5-Chloro-2-[8-[[(3R)-1-ethyl-3-piperidyl]amino]imidazo[1,2-d][1,2,4]triazin-5-yl]phenol ClC=1C=CC(=C(C1)O)C1=NN=C(C=2N1C=CN2)N[C@H]2CN(CCC2)CC